(2-methoxy-2-oxoethyl)-L-asparagine COC(CN[C@@H](CC(N)=O)C(=O)O)=O